FC1=C(C(=CC=C1)F)C1(CCC1)C(=O)O 1-(2,6-difluorophenyl)-cyclobutane-1-carboxylic acid